(Z)-N'-methyl-N'-(pyrimidin-2-yl)-4-(1,4,4,4-tetrafluoro-3-(4-fluoro-3-(trifluoromethyl)phenyl)but-1-en-1-yl)-2-(trifluoromethyl)benzoyl-hydrazine CN(NC(C1=C(C=C(C=C1)/C(=C/C(C(F)(F)F)C1=CC(=C(C=C1)F)C(F)(F)F)/F)C(F)(F)F)=O)C1=NC=CC=N1